C(#N)C=1C(=NC=CC1)SC1=C(C(=O)NC2=NC=C(C=N2)C2CCCC2)C=C(C=C1)[N+](=O)[O-] 2-[(3-cyanopyridin-2-yl)sulfanyl]-N-(5-cyclopentylpyrimidin-2-yl)-5-nitrobenzamide